1-(2-fluoro-3-(trifluoromethyl)phenyl)ethan-1-amine FC1=C(C=CC=C1C(F)(F)F)C(C)N